O1[C@@H](CC1)CN1C=NC2=C1C=C(C=C2)C(=O)O 1-((S)-oxetan-2-ylmethyl)-benzo[d]imidazole-6-carboxylic acid